C(C)(=O)C1=CC(=C(C=C1)C(C(=O)N(CC)CC)(F)F)OC (4-acetyl-2-methoxyphenyl)-N,N-diethyl-2,2-difluoroacetamide